NC1=CC=C(C=N1)/C=C/C(=O)NCC=1OC2=C(C1)C=C(C=C2C2=CC=C(C=C2)F)B2OC(C(O2)(C)C)(C)C (E)-3-(6-aminopyridin-3-yl)-N-((7-(4-fluorophenyl)-5-(4,4,5,5-tetramethyl-1,3,2-dioxaborolan-2-yl)benzofuran-2-yl)methyl)acrylamide